P(OC1=CC=C(C=C1)CCCCCCCCC)(OCC(CCCC)CC)=O.[Nd] neodymium (p-nonylphenyl) (2-ethyl hexyl) phosphonate